[Cl-].[Cl-].C1(=CC=CC2=CC=CC=C12)C(=[Zr+2](C1=CC=CC2=C3C(=C4C=5C=CC=CC5CC4=C21)C=CC=C3)C3C=CC=C3)C3=CC=CC2=CC=CC=C32 di(1-naphthyl)methylene(cyclopentadienyl)(dibenzofluorenyl)zirconium dichloride